FC(C(=O)O)(F)F.N1CC(C1)OC1CCN(CC1)CCCCCOC=1C=C2C(N(C(C2=CC1)=O)C1C(NC(C=C1)=O)=O)=O 5-[5-[4-(azetidin-3-yloxy)-1-piperidinyl]pentyloxy]-2-(2,6-dioxo-3-pyridyl)isoindoline-1,3-dione trifluoroacetate